3-acetyl-6'-((1S,3S)-3-((5-(difluoromethoxy)pyrimidin-2-yl)amino)cyclopentylamino)-2H-[1,3'-bipyridyl]-2-one C(C)(=O)C=1C(N(C=CC1)C=1C=NC(=CC1)N[C@@H]1C[C@H](CC1)NC1=NC=C(C=N1)OC(F)F)=O